NC([C@H](CO)NC(=O)C1=C(OC2=C1C=C(C=C2)OCC2=CN=C(O2)C)C2CC2)=O (S)-N-(1-amino-3-hydroxy-1-oxopropan-2-yl)-2-cyclopropyl-5-((2-methyloxazol-5-yl)methoxy)benzofuran-3-carboxamide